C1(=CC=C(C=C1)C(C=1OC2=C(C1)C=CC=C2)C2=CC1=CC=CC=C1C=C2)C 2-((p-tolyl)(naphthalen-2-yl)methyl)benzofuran